OC(C(=O)OCC(CCC)C)(C)C 2-methylpentyl α-hydroxyisobutyrate